(2S,4R)-N-((R)-1-(4-(N-acetoxycarbamimidoyl)thiophen-2-yl)-2-methoxyethyl)-4-(difluoromethoxy)-1-((4-phenoxybenzoyl)glycyl)pyrrolidine-2-carboxamide C(C)(=O)ONC(=N)C=1C=C(SC1)[C@@H](COC)NC(=O)[C@H]1N(C[C@@H](C1)OC(F)F)C(CNC(C1=CC=C(C=C1)OC1=CC=CC=C1)=O)=O